C(NC1=C(C(=CC=C1)Cl)Cl)NC1=C(C(=CC=C1)Cl)Cl methylenebis(2,3-dichloroaniline)